C(C)O/C=C/C1=C(OC2=CN=C(C=C21)NC2CCN(CC2)C)C#N (E)-3-(2-ethoxyvinyl)-5-((1-methylpiperidin-4-yl)amino)furo[2,3-c]pyridine-2-carbonitrile